C(C(=C)C)(=O)O[Zn]OC(C(=C)C)=O di-methacryloyloxyzinc